C1(=CC=CC=C1)OCCO ethylene glycol PHENYL ETHER